6-(4-iodo-5-methyl-1H-pyrazol-3-yl)-1-methylpyridin-2(1H)-one IC=1C(=NNC1C)C1=CC=CC(N1C)=O